C(CCCC)C1=C(C(=CC=C1C(C)(C)C)CCCCC)O 2,6-diamyl-tert-butyl-phenol